N-pentanyl-cysteine C(CCCC)N[C@@H](CS)C(=O)O